dimethyltridecyl-[3-(trimethoxysilyl)propyl]ammonium chloride [Cl-].C[N+](CCC[Si](OC)(OC)OC)(CCCCCCCCCCCCC)C